5-FORMYL-1,4-DIMETHYL-1H-PYRROLE-2-CARBOXAMIDE C(=O)C1=C(C=C(N1C)C(=O)N)C